1,2-cis-dimethylcyclohexane C[C@H]1[C@H](CCCC1)C